5-(3-(Trifluoromethoxy)phenyl)-N-(3-(pyrrolidin-1-ylmethyl)-1,2,4-thiadiazol-5-yl)thiophene-3-Formamide FC(OC=1C=C(C=CC1)C1=CC(=CS1)C(=O)NC1=NC(=NS1)CN1CCCC1)(F)F